3-(isobutenyloxy)propyl-trimethoxysilane aminocinnamate NC(C(=O)O)=CC1=CC=CC=C1.C(=C(C)C)OCCC[Si](OC)(OC)OC